FC(CNC(=O)C1CCCCC1)(CO)F N-(2,2-difluoro-3-hydroxypropyl)cyclohexane-1-carboxamide